tert-butyl N-{14-[(4-{[3-(4-aminophenyl)-1-tert-butyl-4-cyano-1H-pyrazol-5-yl]amino}pyridin-2-yl)oxy]-3,6,9,12-tetraoxatetradecan-1-yl}carbamate NC1=CC=C(C=C1)C1=NN(C(=C1C#N)NC1=CC(=NC=C1)OCCOCCOCCOCCOCCNC(OC(C)(C)C)=O)C(C)(C)C